N-[3-[5-(5-chloro-2-pyridinyl)thiazol-2-yl]-1-bicyclo[1.1.1]pentyl]-5-(1-methylsulfonyl-cyclopropyl)furan-2-carboxamide ClC=1C=CC(=NC1)C1=CN=C(S1)C12CC(C1)(C2)NC(=O)C=2OC(=CC2)C2(CC2)S(=O)(=O)C